C1(CC1)C=1N=C2N(C=C(N=C2)C2=CC(=C(C=C2)F)S(F)(F)(F)(F)F)C1C1=C(C=C(C=C1F)O)F 4-[2-cyclopropyl-6-(4-fluoro-3-pentafluorosulfanyl-phenyl)-imidazo[1,2-a]pyrazin-3-yl]-3,5-difluoro-phenol